4-acrylamidobutanoic acid C(C=C)(=O)NCCCC(=O)O